ClC1=C(C=CC=C1OCCCNCC(C(=O)O)O)C=1C=C(NN2SC3=C(C2)C=CC=C3)C=CC1 N-(3-(2-chloro-3-(3-(2-hydroxy-2-carboxyethylamino)propoxy)phenyl)anilino)benzisothiazol